COP(=O)(OC)O.C(CCCCCCCCCCCCCCCCC)N1CN(C=C1)C 1-octadecyl-3-methyl-imidazole dimethyl-phosphate